CN(CCCNC(C1=CC(=C(C=C1)C=1C=C2C=CC=NC2=C(C1)O)C)=O)C N-(3-(dimethylamino)propyl)-4-(8-hydroxyquinolin-6-yl)-3-methylbenzamide